C(C)(C)(C)OC(=O)N[C@H](C(=O)O)C1CCC(CC1)(F)F (S)-2-((tert-Butyloxycarbonyl)amino)-2-(4,4-difluorocyclohexyl)acetic acid